FC1C(C2=CC=CC=C2C=C1)=O fluoronaphthalenone